ClC=1C=C2C(N(C(=NC2=C(C1)[C@@H](C)NC1=C(C=CC=C1)S(=O)(=O)C)N1CCOCC1)C)=O (R)-6-chloro-3-methyl-8-(1-((2-(methylsulfonyl)phenyl)amino)ethyl)-2-morpholinoquinazolin-4(3H)-one